C(CC(O)(C(=O)OC(CC)CC)CC(=O)OC(CC)CC)(=O)OC(CC)CC tri(3-pentyl) citrate